ClC=1C(=NC(=C(C1)C#N)N1C[C@@H](C([C@@H](C1)C)(F)F)C)NC=1C=C2C=C(C(N(C2=CC1)CC1COC1)=O)OCC(=O)OC Methyl 2-[[6-[[3-chloro-5-cyano-6-[(3S,5R)-4,4-difluoro-3,5-dimethyl-1-piperidyl]-2-pyridyl]amino]-1-(oxetan-3-ylmethyl)-2-oxo-3-quinolyl]oxy]acetate